BrC[C@H]1C(C1)(F)F |r| rac.-2-(bromomethyl)-1,1-difluorocyclopropane